racemic-trans-N-((1rs,3rs)-3-aminocyclopentyl)-4-oxo-5-(6-phenoxypyridin-3-yl)-4,5-dihydro-3H-1-thia-3,5,8-triazaacenaphthylene-2-carboxamide N[C@H]1C[C@@H](CC1)NC(=O)C=1SC=2N=CC=C3N(C(NC1C23)=O)C=2C=NC(=CC2)OC2=CC=CC=C2 |r|